7-(5-ethynyl-6-fluoroisoquinolin-4-yl)-8-fluoro-2-(((2R,7aS)-2-fluorotetrahydro-1H-pyrrolizin-7a(5H)-yl)methoxy)-N-methyl-N-(((S)-piperidin-2-yl)methyl)pyrido[4,3-d]pyrimidin-4-amine C(#C)C1=C2C(=CN=CC2=CC=C1F)C1=C(C=2N=C(N=C(C2C=N1)N(C[C@H]1NCCCC1)C)OC[C@]12CCCN2C[C@@H](C1)F)F